benzyl (3S,3aS,6aR)-2-[(2S)-2-amino-3,3-dimethyl-pentanoyl]-3,3a,4,5,6,6a-hexahydro-1H-cyclopenta[c]pyrrole-3-carboxylate N[C@H](C(=O)N1C[C@H]2[C@@H]([C@H]1C(=O)OCC1=CC=CC=C1)CCC2)C(CC)(C)C